C(=CC)N1CC(CCC1)C=1N=C(N2C(=NC=CC21)N)C2=CC=C(C(=O)NC1=NC=CC(=C1)C(F)(F)F)C=C2 4-(1-(1-propenylpiperidin-3-yl)-5-aminoimidazo[1,5-c]pyrimidin-3-yl)-N-(4-(trifluoromethyl)pyridin-2-yl)benzamide